6-[2-Methoxy-4-methyl-5-(4,4,5,5-tetramethyl-1,3,2-dioxaborolan-2-yl)phenyl]-4-methylphthalazin-1-amine trifluoroacetic acid salt FC(C(=O)O)(F)F.COC1=C(C=C(C(=C1)C)B1OC(C(O1)(C)C)(C)C)C=1C=C2C(=NN=C(C2=CC1)N)C